ClC=1C=C2C=C(NC2=CC1C1=NC=C(N=C1)OC)CNC(=O)C1=NOC=C1 N-{[5-chloro-6-(5-methoxy-2-pyrazinyl)-2-indolyl]methyl}-3-isoxazolecarboxamide